4-((4-(2-Isopropylthiazol-5-yl) pyridin-2-yl)((4-(4-methoxy-3-methylphenyl) bicyclo[2.2.2]octan-1-yl) methyl)carbamoyl)(trans-cyclohexyl) 3-(methylsulfonyl)azetidine-1-carboxylate CS(=O)(=O)C1CN(C1)C(=O)O[C@@H]1CC[C@H](CC1)C(N(CC12CCC(CC1)(CC2)C2=CC(=C(C=C2)OC)C)C2=NC=CC(=C2)C2=CN=C(S2)C(C)C)=O